C(C)(=O)C1=CN(C2=CC=C(C=C12)NC(=O)NC1CC1)CC(=O)N(C(C)C)CC(=O)NCC1=C(C(=CC=C1)Cl)F 2-(3-acetyl-5-(3-cyclopropylureido)-1H-indol-1-yl)-N-(2-((3-chloro-2-fluorophenylmethyl)amino)-2-oxoethyl)-N-isopropylacetamide